[Li].[O].[V] vanadium oxygen lithium salt